N(C)CC(=O)OC(CCCCCCC\C=C/CCCCCCCC)=O.[K] potassium oleoyl sarcosinate